N-(3-chloro-4-((3,5-dimethyl-4-oxo-3,4-dihydroquinazolin-6-yl)oxy)pyridin-2-yl)propane-1-sulfonamide ClC=1C(=NC=CC1OC=1C(=C2C(N(C=NC2=CC1)C)=O)C)NS(=O)(=O)CCC